C1(C=2C(C(N1C(CCCC)O)=O)=CC=CC2)=O e-phthalimidopentanol